2-(azepan-1-yl)-4-((4-(4-methylpiperazin-1-yl)phenyl)amino)pyrimido[4,5-d]pyridazin-5(6H)-one N1(CCCCCC1)C=1N=C(C2=C(C=NNC2=O)N1)NC1=CC=C(C=C1)N1CCN(CC1)C